(S)-1-benzyl-5-methyl-N-(4-methyl-5-oxo-5,6,7,8-tetrahydro-4H-pyrazolo[1,5-a][1,3]diazepin-6-yl)-1H-1,2,4-triazole-3-carboxamide C(C1=CC=CC=C1)N1N=C(N=C1C)C(=O)N[C@@H]1C(N(C=2N(CC1)N=CC2)C)=O